beta-hydroxyl-3-methyl-butyric acid OC(CC(=O)O)(C)C